TERT-BUTYL 4-CHLORO-2-FORMYLPHENYLCARBAMATE ClC1=CC(=C(C=C1)NC(OC(C)(C)C)=O)C=O